N1-(3-(1H-1,2,4-triazol-1-yl)propyl)-2-fluoro-N4-(4-fluorobenzyl)benzene-1,4-diamine N1(N=CN=C1)CCCNC1=C(C=C(C=C1)NCC1=CC=C(C=C1)F)F